CC1=NC=C(C=C1N=[SH2](C)C)C (2,5-dimethyl-3-pyridyl)imino-dimethyl-λ6-sulfane